N1=CN=C(C=C1)N1N=CC2=CC=C(C=C12)C1=NC=CC(=C1)C(=O)N (1-pyrimidin-4-ylindazol-6-yl)pyridine-4-carboxamide